3-(1,3-dithian-2-yl)-4-(4-fluorophenyl)-1-phenyl-1H-pyrazole S1C(SCCC1)C1=NN(C=C1C1=CC=C(C=C1)F)C1=CC=CC=C1